(R)-5-cyclopentyl-3-(3,3-difluorobutyl)-8-methoxy-2-methyl-7-(trifluoromethyl)-2,3,4,5-tetrahydrobenzo[f][1,2,5]thiadiazepine 1,1-dioxide C1(CCCC1)N1C[C@H](N(S(C2=C1C=C(C(=C2)OC)C(F)(F)F)(=O)=O)C)CCC(C)(F)F